NC1=CC(=C(C=C1F)C=1C=CC(=NC1)N(C(C(F)(F)F)=O)C)Cl N-(5-(4-amino-2-chloro-5-fluorophenyl)pyridin-2-yl)-2,2,2-trifluoro-N-methylacetamide